bis[di-tert-butyl-(4-dimethylaminophenyl)phosphine] palladium [Pd].C(C)(C)(C)P(C1=CC=C(C=C1)N(C)C)C(C)(C)C.C(C)(C)(C)P(C1=CC=C(C=C1)N(C)C)C(C)(C)C